tert-Butyl 4-(5-chloro-6-fluoro-1H-indol-3-yl)piperidine-1-carboxylate ClC=1C=C2C(=CNC2=CC1F)C1CCN(CC1)C(=O)OC(C)(C)C